C1(=CCCCC1)SSSC1=CCCCC1 dicyclohexenyl trisulfide